NC1=NC=NC2=C1C=1C=3C(C(N(CC1N2C(C)C)CCN2CCN(CC2)C(C)C)=O)=C(ON3)C3CC3 11-amino-3-cyclopropyl-7-isopropyl-5-(2-(4-isopropylpiperazin-1-yl)ethyl)-6,7-dihydroisoxazolo[4,3-c]pyrimido[5',4':4,5]pyrrolo[3,2-e]azepin-4(5H)-one